(4-methylpiperazin-1-yl)aniline CN1CCN(CC1)NC1=CC=CC=C1